BrC=1C=C(C=CC1)C1=CC(=CC=C1)Br 3,3'-dibromobiphenyl